FC1(CCN(CC1)C1=NC(=CC(=N1)NC(C1=C(C=C(C=C1)S(=O)(=O)[C@@H](CO)C)N1CCC2(CC2)CC1)=O)C)F (R)-N-(2-(4,4-difluoropiperidin-1-yl)-6-methylpyrimidin-4-yl)-4-((1-hydroxypropan-2-yl)sulfonyl)-2-(6-azaspiro[2.5]oct-6-yl)benzamide